(S)-4-methoxy-2-(4-phenyl-4,5-dihydro-oxazol-2-yl)phenol COC1=CC(=C(C=C1)O)C=1OC[C@@H](N1)C1=CC=CC=C1